C(C)(C)(C)OC(=O)N1CC2(C1)CCN(CC2)C2=C(C=C(C=C2)Br)N.ClC2=NC=CC(=C2)O 2-chloro-4-hydroxylpyridine tert-butyl-7-(2-amino-4-bromophenyl)-2,7-diazaspiro[3.5]nonane-2-carboxylate